C(CCC)[P+](CC1=CC=C(C=C1)C=C)(CCCC)CCCC tributyl-(4-vinylbenzyl)-phosphonium